ClC1=C(C(=O)N[C@H]2[C@H]3CC[C@@H](C2)N3C#N)C=CC(=C1)C=1C=NC=C(C1)C1(CC1)C#N 2-chloro-N-((1R,2R,4S)-7-cyano-7-azabicyclo[2.2.1]heptan-2-yl)-4-(5-(1-cyanocyclopropyl)-3-pyridinyl)benzamide